C(C)(C)(C)OC(=O)N1C=CC2=C(C(=CC(=C12)C)OC)C(C)N1C(C2=CC(=CC=C2C1)C#N)=O.OC1=CC=C(C=C1)C(C)(C1=CC=CC=C1)C1=CC=C(C=C1)O 1,1-bis(4-hydroxyphenyl)-1-phenyl-ethane tert-butyl-4-(1-(6-cyano-1-oxoisoindolin-2-yl)ethyl)-5-methoxy-7-methyl-1H-indole-1-carboxylate